ClC=1C=C(C(=NC1)N1C([C@H](N(C(C1)=O)CC1=CC(=C(C=C1)F)F)C1COC1)=O)F (R)-1-(5-chloro-3-fluoropyridin-2-yl)-4-(3,4-difluorobenzyl)-3-(oxetan-3-yl)piperazine-2,5-dione